COC=1C=NC=CC1C=1C=NN2C1N=C(C=C2)NCCC2=C(C=CC=C2)OC(F)(F)F 3-(3-methoxypyridin-4-yl)-N-(2-(trifluoromethoxy)phenethyl)pyrazolo[1,5-a]pyrimidin-5-amine